BrC=1C=CC=2N(C1)N=NC2C(=O)O 6-bromo-[1,2,3]triazolo[1,5-a]pyridine-3-carboxylic acid